C(C)(C)N=C=NC(C)C Di-isopropyl-carbodiimide